6-amino-5-[2-[methyl(prop-2-enoyl)amino]ethoxy]pyrimidin NC1=C(C=NC=N1)OCCN(C(C=C)=O)C